C1OCC12CN(C2)CC=2C=C(C=C(C2)C(F)(F)F)NC=2N(C=1C(=NC=C(C1Cl)OC=1C=NN3C1C=NC(=C3)NC)N2)C N-(3-((2-oxa-6-azaspiro[3.3]heptan-6-yl)methyl)-5-(trifluoromethyl)phenyl)-7-chloro-1-methyl-6-((6-(methylamino)pyrazolo[1,5-a]pyrazin-3-yl)oxy)-1H-imidazo[4,5-b]pyridin-2-amine